4-amino-N-(cyclopropylmethyl)-N-(2-(trifluoromethyl)-6,7-dihydro-5H-cyclopenta[b]pyridin-5-yl)pyrrolo[1,2-a]quinoxaline-8-carboxamide NC=1C=2N(C3=CC(=CC=C3N1)C(=O)N(C1CCC3=NC(=CC=C31)C(F)(F)F)CC3CC3)C=CC2